O=S1(CC(CC1)N1N=C(C=C1C)NC=1SC(=CN1)C(=O)NC1=C(C(=CC=C1C)OC)C)=O 2-[[1-(1,1-dioxothiolan-3-yl)-5-methyl-pyrazol-3-yl]amino]-N-(3-methoxy-2,6-dimethyl-phenyl)thiazole-5-carboxamide